N-(4-bromo-2-ethoxyphenyl)acetamide BrC1=CC(=C(C=C1)NC(C)=O)OCC